NC=1N=C(SC1C(=O)C=1C=NC(=CC1)N1CC2CC2C1)N(C1=CC=C(C=C1)F)C(C(=O)N)C (N-[4-Amino-5-[6-(3-azabicyclo[3.1.0]hexan-3-yl)pyridin-3-carbonyl]thiazol-2-yl]-4-fluoroanilino)propanamid